O=C1C2=C(N=C(N1)[C@@H]1[C@H](CC1)N1C(COCC1)=O)N(N=C2C#N)[C@H](C)C=2C=NC(=CC2)C(F)(F)F 4-oxo-6-((1S,2S)-2-(3-oxomorpholino)cyclobutyl)-1-((R)-1-(6-(trifluoromethyl)pyridin-3-yl)ethyl)-4,5-dihydro-1H-pyrazolo[3,4-d]pyrimidine-3-carbonitrile